C(C(=C)C)(=O)OCCC[SiH2]C(OC)OC methacryloyloxypropyl-dimethoxymethylsilane